CN([C@@H](C(C)C)C(=O)OC(C)N1CC(OCC1)COC1=C(C=CC=C1)OCC)C 1-((dimethyl-L-valyl)oxy)ethyl-2-((2-ethoxyphenoxy)methyl)morpholine